C1(C=CC(N1CC1=CC=C(C=C1)CN1C(C=CC1=O)=O)=O)=O 1,4-bis(maleimidomethyl)benzene